C(C)C1(C(N(C2=CC=3C(=NN=C(C3C=C21)C)N[C@H](C)C2=C(C(=CC=C2)C(CO)(F)F)C)C)=O)OC 3-ethyl-3-methoxy-1,5-dimethyl-8-[[(1R)-1-[3-(1,1-difluoro-2-hydroxy-ethyl)-2-methyl-phenyl]ethyl]amino]pyrrolo[2,3-g]phthalazin-2-one